(1R,5S)-3-(4-(1-methyl-1H-pyrazol-5-yl)-7-(1H-pyrazol-5-yl)imidazo[1,5-b]pyridazin-2-yl)-8-oxa-3-azabicyclo[3.2.1]octane CN1N=CC=C1C=1C=2N(N=C(C1)N1C[C@H]3CC[C@@H](C1)O3)C(=NC2)C2=CC=NN2